Ethyl 2,5-dimethylphenylacetate CC1=C(C=C(C=C1)C)CC(=O)OCC